1-((R)-3-amino-1-(4-((6-amino-9H-purin-9-yl)methyl)-2-(2,5-difluoro-4-methoxyphenyl)thiazol-5-yl)piperidin-3-yl)-2,2-difluoroethan-1-ol hydroxy-3-methylbutyl-4-methylbenzenesulfonate OC=1C(=C(C=CC1C)S(=O)(=O)OC(C(F)F)[C@@]1(CN(CCC1)C1=C(N=C(S1)C1=C(C=C(C(=C1)F)OC)F)CN1C2=NC=NC(=C2N=C1)N)N)CCC(C)C